6'-(dibenzo[b,d]thiophen-1-yl)-3'-(2,6-diphenylpyridin-3-yl)-4,4''-bis(3-methyl-9H-carbazol-9-yl)-5'-(4-(3-methyl-9H-carbazol-9-yl)phenyl)-[1,1':2',1''-terphenyl]-4'-carbonitrile C1(=CC=CC=2SC3=C(C21)C=CC=C3)C=3C(=C(C(=C(C3C3=CC=C(C=C3)N3C2=CC=CC=C2C=2C=C(C=CC32)C)C3=CC=C(C=C3)N3C2=CC=CC=C2C=2C=C(C=CC32)C)C=3C(=NC(=CC3)C3=CC=CC=C3)C3=CC=CC=C3)C#N)C3=CC=C(C=C3)N3C2=CC=CC=C2C=2C=C(C=CC32)C